1-(4-aminophenyl)cyclopropane-1-carbonitrile NC1=CC=C(C=C1)C1(CC1)C#N